6-(pyrimidin-5-yloxy)pyrazin N1=CN=CC(=C1)OC1=CN=CC=N1